C(C=C)C=1C(=CC=C2N=CC(N(C12)C)=O)F 8-allyl-7-fluoro-1-methylquinoxaline-2(1H)-one